C(O)C(C(=O)O)(C)CO 2,2-bismethylolpropionic acid